CC(CC[C@@H](C(=O)O)NCC=1C=C2C(=NC1)OCCC2)(C)C (2S)-5,5-dimethyl-2-[({2H,3H,4H-pyrano[2,3-b]pyridin-6-yl}methyl)amino]hexanoic acid